N(=[N+]=[N-])\C(\C(=O)OC)=C/C1=C(C(=CC=C1)Cl)OC Methyl (Z)-2-azido-3-(3-chloro-2-methoxy-phenyl)prop-2-enoate